7-(1-hydroxyethyl)dibenzo[b,d]furan OC(C)C1=CC2=C(C3=C(O2)C=CC=C3)C=C1